tert-butyl 4-(2-((5-((6-(3,5-difluoropyridin-4-yl)-8-methyl-7-oxo-7,8-dihydropyrido[2,3-d]pyrimidin-2-yl)amino)pyridin-2-yl)oxy)ethyl)piperazine-1-carboxylate FC=1C=NC=C(C1C1=CC2=C(N=C(N=C2)NC=2C=CC(=NC2)OCCN2CCN(CC2)C(=O)OC(C)(C)C)N(C1=O)C)F